aluminum-cobalt-samarium [Sm].[Co].[Al]